C(CCCCC)C(C(=O)OCCCCCCN(CCCCO)CCCCCCOC(C(CCCCCCCC)CCCCCC)=O)CCCCCCCC 6-[6-(2-hexyldecanoyloxy)hexyl-(4-hydroxybutyl)amino]hexyl 2-hexyldecanoate